(R)-tert-butyl (1-((2-(N,N-bis(4-methoxybenzyl)sulfamoyl)-4-iodo-3-(2-(4-methoxybenzyl)-2H-tetrazol-5-yl)phenyl)sulfonyl)-3-hydroxypropan-2-yl)carbamate COC1=CC=C(CN(S(=O)(=O)C2=C(C=CC(=C2C=2N=NN(N2)CC2=CC=C(C=C2)OC)I)S(=O)(=O)C[C@@H](CO)NC(OC(C)(C)C)=O)CC2=CC=C(C=C2)OC)C=C1